ClC=1C=NN(C(C1Cl)=O)CC(=O)NC=1C=CC2=C(OCC(N2)=O)C1 2-(4,5-dichloro-6-oxopyridazin-1(6H)-yl)-N-(3-oxo-3,4-dihydro-2H-benzo[b][1,4]oxazin-7-yl)acetamide